1-(1'-(azetidin-3-yl)-[1,4'-bipiperidin]-4-yl)-3-(4-phenoxyphenyl)-1H-pyrazolo[3,4-d]pyrimidin-4-amine trifluoroacetate FC(C(=O)O)(F)F.N1CC(C1)N1CCC(CC1)N1CCC(CC1)N1N=C(C=2C1=NC=NC2N)C2=CC=C(C=C2)OC2=CC=CC=C2